N1=CC=C(C=C1)C1=CC(=NN1)C(=O)N1CCC(CC1)C(=O)NCCN1CCCC1 1-[5-(pyridin-4-yl)-1H-pyrazole-3-carbonyl]-N-[2-(pyrrolidin-1-yl)ethyl]piperidine-4-carboxamide